CN(C)C=NS(=O)(=O)C=1C=C(C=CC1B1OC(C(O1)(C)C)(C)C)C1=NC(=NC=C1Br)C(F)(F)F [3-{[(dimethylamino)methylidene]Sulfamoyl}-4-(4,4,5,5-tetramethyl-1,3,2-dioxaborolan-2-yl)phenyl]5-bromo-2-(trifluoromethyl)pyrimidine